2,3-Dimethylmaleimide CC=1C(=O)NC(C1C)=O